ClC1=CC=C(COCC2=CC=C(C=C2)Cl)C=C1 di(4-chlorobenzyl) ether